ClC1=C(C(=NN1CCN(C)C)C1=CC=CC=C1)C=O 5-CHLORO-1-[2-(DIMETHYLAMINO)ETHYL]-3-PHENYL-1H-PYRAZOLE-4-CARBALDEHYDE